(±)-7-(cyclopropylamino)-5-((3-((methylsulfinyl)methyl)-4-((R,S)-piperidin-3-yl)phenyl)amino)pyrazolo[1,5-a]pyrimidine-3-carbonitrile monotrifluoroacetic acid salt FC(C(=O)O)(F)F.C1(CC1)NC1=CC(=NC=2N1N=CC2C#N)NC2=CC(=C(C=C2)[C@@H]2CNCCC2)C[S@](=O)C |&1:36|